(4-(naphthalen-1-yl)phenyl-2,3,5,6-d4)-boric acid C1(=CC=CC2=CC=CC=C12)C1=C(C(=C(C(=C1[2H])[2H])OB(O)O)[2H])[2H]